FC(C(C(F)(F)F)OC(=O)N1CCC2(C[C@H]2C(NC2(CCOCC2)C)=O)CC1)(F)F.ClC1=[N+](C=CC=C1)CC1=C(C=C(C=C1C)C)C 2-chloro-1-(2,4,6-trimethylbenzyl)pyridinium 1,1,1,3,3,3-Hexafluoropropan-2-yl-(R)-1-((4-methyltetrahydro-2H-pyran-4-yl)carbamoyl)-6-azaspiro[2.5]octan-6-carboxylat